2-isopropyl-3-((5-(trifluoromethyl)pyridin-2-yl)methyl)naphthalene-1,4-dione C(C)(C)C=1C(C2=CC=CC=C2C(C1CC1=NC=C(C=C1)C(F)(F)F)=O)=O